FC1(C=2N(CC(CC1)O)N=C1C2CN([C@@H](C1)C)C(=O)OC(C)(C)C)F (3R)-tert-Butyl 11,11-difluoro-8-hydroxy-3-methyl-3,4,8,9,10,11-hexahydro-1H-pyrido[4',3':3,4]pyrazolo[1,5-a]azepine-2(7H)-carboxylate